COC1=CC(=CC2=CN(N=C12)C)C1=CC(=C(C=C1)B1OC(C(O1)(C)C)(C)C)OCOC 7-methoxy-5-(3-(methoxymethoxy)-4-(4,4,5,5-tetramethyl-1,3,2-dioxaborolan-2-yl)phenyl)-2-methyl-2H-indazole